C(C)(CC)N(C(C)CC)[SiH3] disecondary butylaminosilane